((1R,5S,6s)-6-((4-(2-aminopropan-2-yl)-6-(3,4,5-trifluorophenyl)pyridin-2-yl)oxy)-3-azabicyclo[3.1.0]hexan-3-yl)(4-methyl-2-(pyrimidin-2-yl)thiazol-5-yl)methanone NC(C)(C)C1=CC(=NC(=C1)C1=CC(=C(C(=C1)F)F)F)OC1[C@@H]2CN(C[C@H]12)C(=O)C1=C(N=C(S1)C1=NC=CC=N1)C